2-([3-CHLORO-2-(DIMETHYLAMINO)PHENYL]CARBAMOYL)CYCLOPROPANE-1-CARBOXYLIC ACID ClC=1C(=C(C=CC1)NC(=O)C1C(C1)C(=O)O)N(C)C